C(C=C)(=O)O.C(CCCCCCCC)C1=CC=C(C=C1)OC1=CC=C(C=C1)CCCCCCCCC 4-nonylphenyl ether acrylate